ClC1=C(C=C(C=C1)F)[C@@H]([C@@H](C)C=1N(C(C(=C(N1)C(=O)NC=1C=NOC1)O)=O)C)C=1C=NN(C1)CC1COC1 2-((1s,2r)-1-(2-chloro-5-fluorophenyl)-1-(1-(oxetan-3-ylmethyl)-1H-pyrazol-4-yl)propan-2-yl)-5-hydroxy-N-(isoxazol-4-yl)-1-methyl-6-oxo-1,6-dihydropyrimidine-4-carboxamide